methyl-N-(2-oxo-2-((2,2,2-trifluoroethyl)amino)ethyl)-5-[(5S)-5-(3,4,5-trichlorophenyl)-5-(trifluoromethyl)-4,5-dihydroisoxazol-3-yl]thiophene-2-carboxamide CC1=C(SC(=C1)C1=NO[C@](C1)(C(F)(F)F)C1=CC(=C(C(=C1)Cl)Cl)Cl)C(=O)NCC(NCC(F)(F)F)=O